1-[3-(4-methoxyphenyl)isoxazolo[5,4-D]pyrimidin-4-yl]-N-[3-(4-methylpiperazin-1-yl)propyl]piperidine-4-carboxamide COC1=CC=C(C=C1)C1=NOC2=NC=NC(=C21)N2CCC(CC2)C(=O)NCCCN2CCN(CC2)C